methyl 2-((4-((6-((4-bromo-2-fluorophenoxy)methyl)pyridin-2-yl)oxy)piperidin-1-yl)methyl)-1-((1-(cyclopropylmethyl)-1H-imidazol-5-yl)methyl)-1H-benzo[d]imidazole-6-carboxylate BrC1=CC(=C(OCC2=CC=CC(=N2)OC2CCN(CC2)CC2=NC3=C(N2CC2=CN=CN2CC2CC2)C=C(C=C3)C(=O)OC)C=C1)F